1,1-diphenyl-1-propene C1(=CC=CC=C1)C(=CC)C1=CC=CC=C1